2-methyl-5-(5-(oxazol-2-yl)pyridin-3-yl)phenyl cycloheptylcarbamate C1(CCCCCC1)NC(OC1=C(C=CC(=C1)C=1C=NC=C(C1)C=1OC=CN1)C)=O